C(C)[Sn](O)(CC)CC triethyl-hydroxyl-tin